1,1-dibromo-4,4-dibutyl-1,4-disilacyclohexane Br[Si]1(CC[Si](CC1)(CCCC)CCCC)Br